1-methyl-2-oxo-4-[3-(trifluoromethyl)phenyl]pyrrolidine-3-carboxanilide CN1C(C(C(C1)C1=CC(=CC=C1)C(F)(F)F)C(=O)NC1=CC=CC=C1)=O